6-cyclopropyl-5-methoxypyridine-3-carbaldehyde C1(CC1)C1=C(C=C(C=N1)C=O)OC